S1C=NC2=C1C=C(C=C2)C=2C=C(C(=O)NC=1N(C=C(N1)CCCCCC(=O)N1CCN(CC1)C)C1=CC=CC=C1)C=CC2 3-(benzo[d]thiazol-6-yl)-N-(4-(6-(4-methylpiperazin-1-yl)-6-oxohexyl)-1-phenyl-1H-imidazol-2-yl)benzamide